6-(ethoxymethoxy)-3'-methyl-4-(2-methyloctan-2-yl)-[1,1'-biphenyl]-2-ol C(C)OCOC=1C=C(C=C(C1C1=CC(=CC=C1)C)O)C(C)(CCCCCC)C